C(#N)C=1SC=C2C1CC(CC2)NC(OC(C)(C)C)=O tert-butyl N-(3-cyano-4,5,6,7-tetrahydro-2-benzothiophen-5-yl)carbamate